NC(C(C=1C=NC=CC1C(F)(F)F)NC([C@H](CC1CC1)NC(=O)C=1NC2=C(C=CC=C2C1)F)=O)=O N-((2S)-1-((2-amino-2-oxo-1-(4-(trifluoromethyl)pyridin-3-yl)ethyl)amino)-3-cyclopropyl-1-oxopropan-2-yl)-7-fluoro-1H-indole-2-carboxamide